OP(O)(=O)OP(=O)(O)O.CC1=C(C(=CC=C1)C)C1=C(C(=C(C(=C1O)C1=C(C=CC=C1C)C)C1=C(C=CC=C1C)C)C(C)(C)C1=CC=C(C=C1)O)C1=C(C=CC=C1C)C tetra(2,6-dimethylphenyl)bisphenol A diphosphate